CHLORoFLUORoBUTAN ClC(CCC)F